tert-butyl N-[3-[(2-cyano-5-formyl-4-methyl-indol-1-yl)methyl]-1-bicyclo[1.1.1]pentanyl]carbamate C(#N)C=1N(C2=CC=C(C(=C2C1)C)C=O)CC12CC(C1)(C2)NC(OC(C)(C)C)=O